NCCCCCNCCCCCCCN (5-amino-pentyl)(7-amino-heptyl)amine